2-(2,4-dichlorophenoxy)-N,N-dimethylacetamide CN(C)C(=O)COC1=C(C=C(C=C1)Cl)Cl